OC1=C(C(=O)C2=C(C(=CC=C2)O)O)C=CC(=C1O)O 2,3,4,2',3'-pentahydroxybenzophenone